O1C(CC1)CN oxetane-2-ylmethanamine